N-[(1S)-1-[[1-[(1S)-1-(3-chloro-6-oxo-1H-pyridazin-5-yl)ethyl]-3-fluoro-pyrazol-4-yl]carbamoyl]-2,2-dicyclopropyl-ethyl]-2-ethyl-pyrazole-3-carboxamide ClC1=NNC(C(=C1)[C@H](C)N1N=C(C(=C1)NC(=O)[C@H](C(C1CC1)C1CC1)NC(=O)C=1N(N=CC1)CC)F)=O